6-bromo-3-(4-chlorophenyl)-2-[(5-chloropyridin-2-yl)methyl]-3-{[1-(hydroxymethyl)cyclopropyl]methoxy}-2,3-dihydro-1H-isoindol-1-one BrC1=CC=C2C(N(C(C2=C1)=O)CC1=NC=C(C=C1)Cl)(OCC1(CC1)CO)C1=CC=C(C=C1)Cl